2-Amino-2-deoxy-D-gulopyranose N[C@H]1C(O)O[C@@H]([C@@H]([C@H]1O)O)CO